ClC=1C=C(C=CC1)[C@@H]1[C@H](C1)C(=O)NC1=NC=NC(=C1)N1[C@H](C[C@@H](C1)O)C=1N=C2N(N=C(C=C2)C2CC2)C1 (1S,2S)-2-(3-chlorophenyl)-N-(6-((2R,4S)-2-(6-cyclopropylimidazo[1,2-b]pyridazin-2-yl)-4-hydroxypyrrolidin-1-yl)pyrimidin-4-yl)cyclopropane-1-carboxamide